C1(CC1)N(C1CCC(CC1)N(C1=C(C(N(C=2C=CC(=NC12)C#N)C)=O)C#N)C)C1=CC=C(C=C1)F 8-((4-(cyclopropyl(4-fluorophenyl)amino)cyclohexyl)(methyl)amino)-5-methyl-6-oxo-5,6-dihydro-1,5-naphthyridine-2,7-dicarbonitrile